CN1N=C2C(=CC(=CC2=C1)C1=CC=2N=CN(C(C2N=C1)=O)C1CCNCC1)C 7-(2,7-dimethyl-2H-indazol-5-yl)-3-(piperidin-4-yl)pyrido[3,2-d]pyrimidin-4(3H)-one